4-cyano-2-(3-methoxyphenyl)-5-methyl-1H-pyrrole-3-carboxylic acid C(#N)C=1C(=C(NC1C)C1=CC(=CC=C1)OC)C(=O)O